(R)-3-(4-chlorophenyl)-1-(4-((5R,7R)-7-hydroxy-5-methyl-6,7-dihydro-5H-cyclopenta[d]pyrimidin-4-yl)piperazin-1-yl)-2-(3,3,3-trifluoropropylamino)propan-1-one ClC1=CC=C(C=C1)C[C@H](C(=O)N1CCN(CC1)C=1C2=C(N=CN1)[C@@H](C[C@H]2C)O)NCCC(F)(F)F